O=C1NC(CCC1N1C(C2=CC=CC(=C2C1=O)OCCCCCC(=O)NCC1=CC=C(S1)C=1C=C(C=CC1)[C@@H](C)NC(C1=C(C=CC(=C1)NC1CCNCC1)C)=O)=O)=O N-((1R)-1-(3-(5-((6-((2-(2,6-Dioxopiperidin-3-yl)-1,3-dioxoisoindolin-4-yl)oxy)hexanamido)methyl)thiophen-2-yl)phenyl)ethyl)-2-methyl-5-(piperidin-4-ylamino)benzamide